C(C)(C)(C)C=1C=C(C=C(C1O)C(C)(C)C)CCC(=O)[O-] 3-(3,5-di-tert.-butyl-4-hydroxy-phenyl)-propanoat